C(=C)OC(CC(C)C1=CC=CC=C1)=O vinyl-β-phenyl-butyrate